(4S)-4-methylpyrrolidin-2-one C[C@H]1CC(NC1)=O